O=C1N(CC=2C3=C(C=CC12)C=CC(=C3)C=3C=C1CNC(C1=CC3)=O)CC(C(=O)N)=C 2-{[3-oxo-8-(1-oxo-2,3-dihydro-1H-isoindol-5-yl)-1H,2H,3H-benzo[e]isoindol-2-yl]methyl}prop-2-enamide